(8-fluoro-2-(2-(methylsulfonyl)ethyl)-7-morpholinoimidazo[1,2-a]pyridin-6-yl)-6-(triFluoromethyl)pyridinamide FC=1C=2N(C=C(C1N1CCOCC1)C=1C(=NC(=CC1)C(F)(F)F)C(=O)N)C=C(N2)CCS(=O)(=O)C